N[C@@H]1CN(CC1)C(CN1N=C(C=C1C(F)F)C1=NC(=NO1)C1(CC1)C1=C(C=CC=C1)C)=O (S)-1-(3-aminopyrrolidin-1-yl)-2-(5-(difluoromethyl)-3-(3-(1-(o-tolyl)cyclopropyl)-1,2,4-oxadiazol-5-yl)-1H-pyrazol-1-yl)ethan-1-one